C(CCC(=O)OCCCCCCCCCCCC)(=O)OCCCCCCCCCCCC di-dodecyl succinate